1-(1Z-hexadecenyl)-2-(6Z,9Z,12Z,15Z-octadecatetraenoyl)-glycero-3-phospho-(1'-sn-glycerol) CCCCCCCCCCCCCC/C=C\OC[C@H](COP(=O)(O)OC[C@H](CO)O)OC(=O)CCCC/C=C\C/C=C\C/C=C\C/C=C\CC